C1CCN2CCCC12COC=1N=C(C2=C(N1)C=C(N=C2)C2=CC=CC1=CC=CC=C21)OCC(F)(F)F (hexahydro-1H-pyrrolizin-7a-yl)methoxyl-7-(naphthalen-1-yl)-4-(2,2,2-trifluoroethoxy)pyrido[4,3-d]pyrimidine